C(C)OC(C(=O)C1=C(C(CNC1)(F)F)N1CCCC1)=O 5-(2-ethoxy-2-oxo-acetyl)-3,3-difluoro-4-pyrrolidin-1-yl-2,6-dihydropyridine